C1CC12N(CCNC2)C(=O)O.C2=CC=CC=1C3=CC=CC=C3C(C21)COC(=O)N[C@@H](CCC(=O)O)C(=O)O N-(9-fluorenylmethoxycarbonyl)glutamic acid 4,7-diazaspiro[2.5]octane-4-carboxylate